(R)-5-(bicyclo[1.1.1]pentan-1-yl)-3-butyl-7-chloro-8-methoxy-2-((2-(trimethylsilyl)ethoxy)methyl)-2,3,4,5-tetrahydrobenzo[f][1,2,5]thiadiazepine 1,1-dioxide C12(CC(C1)C2)N2C[C@H](N(S(C1=C2C=C(C(=C1)OC)Cl)(=O)=O)COCC[Si](C)(C)C)CCCC